ClC1=C(C=CC(=C1)C(F)(F)F)C=1OC2=C(C(=CC(=C2C(C1)=O)OC)OC)[C@H]1[C@@H](N(CC1)C)CO (+)-trans-2-(2-chloro-4-trifluoromethylphenyl)-8-(2-hydroxymethyl-1-methylpyrrolidin-3-yl)-5,7-dimethoxy-chromen-4-one